3,5-bis-(hydroxymethyl)-1-p-methylbenzenesulfonamidobenzene OCC=1C=C(C=C(C1)CO)NS(=O)(=O)C1=CC=C(C=C1)C